2-(2-hydroxy-3,5-bis(α,α-dimethylbenzyl)phenyl)benzotriazole OC1=C(C=C(C=C1C(C1=CC=CC=C1)(C)C)C(C1=CC=CC=C1)(C)C)N1N=C2C(=N1)C=CC=C2